COC1=C(C(=CC=C1)C)C=1C=C(C=NC1)[C@H](CC(=O)O)NC(C(CC(C)C)N1C(C=C(C=C1)C)=O)=O (3S)-3-(5-(2-methoxy-6-methylphenyl)pyridin-3-yl)-3-(4-methyl-2-(4-methyl-2-oxopyridin-1(2H)-yl)pentanamido)propanoic acid